N=1C=NN2C1N1C(=CC2)CCC1C(=O)O 5,7,8,9-tetrahydropyrrolo[1,2-c][1,2,4]triazolo[1,5-a]pyrimidine-9-carboxylic acid